C(#N)C=1C=CC(=C2C=CC=NC12)N1C[C@]2(C[C@]2(C1)C(F)(F)F)C(=O)NC1CCN(CC1)CCF |o1:14,16| (1R,5S) or (1S,5R)-3-(8-cyanoquinolin-5-yl)-N-(1-(2-fluoroethyl)piperidin-4-yl)-5-(trifluoromethyl)-3-azabicyclo[3.1.0]hexane-1-carboxamide